morphine platinum [Pt].C1=CC(O)=C2C=3[C@@]45[C@@H](O2)[C@@H](O)C=C[C@H]4[C@@H](CC13)N(C)CC5